methyl (3-(((6-bromopyridin-2-yl) oxy) methyl) 2,5-difluorobenzyl)-1-(oxetan-2-ylmethyl)-1H-benzo[d]imidazole-6-carboxylate BrC1=CC=CC(=N1)OCC=1C(=C(CC2=NC3=C(N2CC2OCC2)C=C(C=C3)C(=O)OC)C=C(C1)F)F